CC1=C(C=NC=C1)NC1=CC=C2C(NC(=NC2=C1)CSC1CCOCC1)=O 7-((4-Methylpyridin-3-yl)amino)-2-(((tetrahydro-2H-pyran-4-yl)thio)methyl)quinazolin-4(3H)-one